FC1CN(CC1)C1=CC=C2C(=N1)OC(C=C2C2=C(C=CC=C2)C)=O 7-(3-fluoropyrrolidin-1-yl)-4-(o-tolyl)-2H-pyrano[2,3-b]pyridin-2-one